Methyl 2-[4-[(E)-3-(3-hydroxyphenyl)prop-2-enoyl]phenoxy]acetate OC=1C=C(C=CC1)/C=C/C(=O)C1=CC=C(OCC(=O)OC)C=C1